4-(4-(((3R,5R)-5-fluoropiperidin-3-yl)amino)phthalazin-1-yl)-3-hydroxybenzonitrile F[C@@H]1C[C@H](CNC1)NC1=NN=C(C2=CC=CC=C12)C1=C(C=C(C#N)C=C1)O